N-(5-((5-chloro-4-((5-(methylsulfonamido)quinoxalin-6-yl)amino)pyrimidin-2-yl)amino)-2-((2-(dimethylamino)ethyl)(methyl)amino)-4-methoxyphenyl)acrylamide ClC=1C(=NC(=NC1)NC=1C(=CC(=C(C1)NC(C=C)=O)N(C)CCN(C)C)OC)NC=1C(=C2N=CC=NC2=CC1)NS(=O)(=O)C